CC1=CC=CC(=N1)C1=NN(C=C1C1=CC=NC2=CC=CC=C12)C(NC1=CC=CC=C1)=S 3-(6-methylpyridin-2-yl)-N-phenyl-4-(quinoline-4-yl)-1H-pyrazole-1-carbothioamide